1-(2-methoxyethyl)-3-ethylimidazole bromide [Br-].COCCN1CN(C=C1)CC